CC(C(C)C=1C=C(C=C(C1)O)O)CCCCCCCC 5-(3-Methylundecan-2-YL)benzene-1,3-diol